BrC1=CC(=C(C2=CC=CC=C12)NC(CCl)=O)C(C1=CC(=CC=C1)OC)=O N-[4-bromo-2-(3-methoxybenzoyl)naphthalene-1-yl]-2-chloroacetamide